C(CC)P(CC(C)C)(CCC)(CCC)Br tripropyl-isobutyl-phosphorus bromide